Oxo-1',2',6,7-tetrahydro-4H-spiro[benzofuran-5,3'-pyrrolo[2,3-b]pyridine]-2-carboxylic acid ethyl ester C(C)OC(=O)C=1OC2=C(C1)CC1(C(NC3=NC=CC=C31)=O)CC2